3-bromo-5-iodoquinoline-6-ol BrC=1C=NC2=CC=C(C(=C2C1)I)O